COC(C1=C(N=C(C(=C1)C(C)=O)C)C)=O 5-acetyl-2,6-dimethyl-nicotinic acid methyl ester